N1(CC2(CC1)CC=1C(=NC=CC1)O2)CC2=CN=C(S2)NC(C)=O N-(5-((3H-Spiro[furo[2,3-b]pyridine-2,3'-pyrrolidin]-1'-yl)methyl)thiazol-2-yl)acetamide